C(C(=C)C)(=O)O.C(C(=C)C)(=O)ON1C(CCC1=O)=O N-(Methacryloxy)succinimide methacrylate